CCCS(=O)(=O)[O-] 3-PropaneSulfonate